O[C@@H]1[C@H](CCCC1)NC(=O)C=1C=CC(=C(C1)C1=CC=2N(C=C1)C(=NC2)C(=O)N)C(F)(F)F 7-(5-([(1S,2S)-2-hydroxycyclohexyl]carbamoyl)-2-(trifluoromethyl)phenyl)imidazo[1,5-a]pyridine-3-carboxamide